4-((7H-pyrrolo[2,3-d]pyrimidin-4-yl)amino)benzoic acid N1=CN=C(C2=C1NC=C2)NC2=CC=C(C(=O)O)C=C2